2,5-bis-(2-hydroxypropyl-sulfanyl)-terephthalic acid dimethyl ester COC(C1=C(C=C(C(=O)OC)C(=C1)SCC(C)O)SCC(C)O)=O